N-(3-bromo-2-methylphenyl)-5-((3-hydroxyazetidin-1-yl)methyl)picolinamide BrC=1C(=C(C=CC1)NC(C1=NC=C(C=C1)CN1CC(C1)O)=O)C